sulfoisophthalic acid, sodium salt [Na+].S(=O)(=O)([O-])C1=C(C(=O)[O-])C=CC=C1C(=O)[O-].[Na+].[Na+]